C(=CCCCC)C(CC(=O)[O-])=CCC 3-hexenyl-cis-3-hexenoate